butane-1,3-diene C=CC=C